N1CC(CC1)N1C(NC2=NC=CC=C21)=O 1-(pyrrolidin-3-yl)-1,3-dihydro-2H-imidazo[4,5-b]pyridin-2-one